FC1=CC=C(CNC(=O)C2=CC3=C(N=C(S3)C=3C=NC(=CC3)C)C=C2)C=C1 N-(4-fluorobenzyl)-2-(6-methylpyridin-3-yl)benzo[d]thiazole-6-carboxamide